O1[C@H]2[C@H](NCC1)CN(C2)C2=NC1=C(N2CC2=NC=C(C#N)C=C2)C=CC=C1 6-((2-((4ar,7ar)-hexahydropyrrolo[3,4-b][1,4]oxazin-6(2H)-yl)-1H-benzo[d]imidazol-1-yl)methyl)nicotinonitrile